C(C)N=S(=O)(C)C1=CC=C(COC=2C(C=C(OC2)CN2CC3=CC=CC=C3C2)=O)C=C1 5-((4-(N-Ethyl-S-methylsulfonimidoyl)benzyl)oxy)-2-(isoindolin-2-ylmethyl)-4H-pyran-4-one